C1(CC1)N(C(=O)[C@H]1CN(CCC1)C=1C=C(OC(C(=O)N2CCN(CC2)C(=O)OC(C)(C)C)(C)C)C=CC1)CC1=CC=C(C=C1)N1CCOCC1 tert-butyl (R)-4-(2-(3-(3-(cyclopropyl(4-morpholinobenzyl)carbamoyl)piperidin-1-yl)phenoxy)-2-methylpropanoyl)piperazine-1-carboxylate